OC1=C(C(=O)O)C(=CC(=C1)O)CCC1=CC=CC=C1 2,4-dihydroxy-6-(2-phenylethyl)benzoic acid